CC=1C=C(C=CC1)N(C1=CC=C(C2=CC=C(N(C3=CC=CC=C3)C3=CC(=CC=C3)C)C=C2)C=C1)C1=CC=CC=C1 bis(3-methylphenyl)-N,N'-diphenyl-benzidine